FC=1C=C(C=CC1F)NC(=O)C=1N(C=C(C1)NS(=O)(=O)C1=CC=CC=C1)C N-(3,4-difluorophenyl)-1-methyl-4-(phenylsulfonylamino)-1H-pyrrole-2-carboxamide